OC1=CC=C(C=C1)C(C1=CC=CC=C1)(C1=CC=C(C=C1)O)C1=CC=C(C=C1)O tri(4-hydroxyphenyl)phenylmethane